dihexyloxytetradecenyl-butoxy methyl ether COOC(CCC)C=CCCCCCCCCCCCC(OCCCCCC)OCCCCCC